C(#C)C=1C=C(C=CC1)C=1C2=CC=C(N2)C(=C2C=CC(C(=C3C=CC(=C(C=4C=CC1N4)C4=CC(=CC=C4)C#C)N3)C3=CC(=CC=C3)C#C)=N2)C2=CC(=CC=C2)C#C 5,10,15,20-tetrakis(3-ethynylphenyl)porphyrin